3-[3-(2-Chloro-6-methyl-4-pyridyl)-5-(4H-1,2,4-triazol-3-ylmethylamino)pyrazolo[1,5-a]pyrimidin-2-yl]benzonitrile ClC1=NC(=CC(=C1)C=1C(=NN2C1N=C(C=C2)NCC2=NN=CN2)C=2C=C(C#N)C=CC2)C